(4-(1H-imidazol-4-yl)phenyl)-N-(3-chlorobenzyl)-2-(7-methyl-2,3-dioxoindol-1-yl)acetamide hydrochloride Cl.N1C=NC(=C1)C1=CC=C(C=C1)C(C(=O)NCC1=CC(=CC=C1)Cl)N1C(C(C2=CC=CC(=C12)C)=O)=O